N1=NC(=CC=C1)CN 1-(pyridazin-3-yl)methanamine